S(=O)(=O)(O)CC.CN(C)CC=1C(=NN(C1)C1=NC(=NC=C1)NC=1C(=CC(=C(C1)NC(C=C)=O)N1CCOCC1)OC)C1=CC=CC=C1 N-(5-(4-(4-((dimethylamino)methyl)-3-phenyl-1H-pyrazol-1-yl)pyrimidine-2-ylamino)-4-methoxy-2-morpholinophenyl)acrylamide esylate